3-(2-hydroxyethyl)-1-(4-methoxybenzyl)-3a,7a-dihydro-1H-pyrazolo[3,4-b]pyridine OCCC1=NN(C2N=CC=CC21)CC2=CC=C(C=C2)OC